N1(CCNCCC1)C=1N(C(C(=C(N1)C1=CC=C(C#N)C=C1)C=1C=NC(=CC1)N(C)C)=O)C 4-[2-[1,4]diazepan-1-yl-5-(6-dimethylamino-pyridin-3-yl)-1-methyl-6-oxo-1,6-dihydro-pyrimidin-4-yl]-benzonitrile